2-(4-methoxyphenyl)-5-(2-nitrophenyl)Oxazole-4-carboxylic acid ethyl ester C(C)OC(=O)C=1N=C(OC1C1=C(C=CC=C1)[N+](=O)[O-])C1=CC=C(C=C1)OC